NC1=CC=C(C=C1)C=1N=C(N(N1)C1=CC=C(C=C1)OC(C(F)(F)F)(F)F)NC(=O)C1CC1 N-[5-(4-Aminophenyl)-2-[4-(1,1,2,2,2-pentafluoroethoxy)phenyl]-1,2,4-triazol-3-yl]cyclopropancarboxamid